N-carboxyL-methionine C(=O)(O)N[C@@H](CCSC)C(=O)O